1-(tert-butyl) 2-ethyl 2,3-dihydro-1H-pyrrolo[3,2-c]pyridine-1,2-dicarboxylate N1(C(CC=2C=NC=CC21)C(=O)OCC)C(=O)OC(C)(C)C